(S)-3-(benzyloxy)-1-(1-hydroxy-3-methylbutan-2-yl)-2-methylpyridin-4-one C(C1=CC=CC=C1)OC1=C(N(C=CC1=O)[C@H](CO)C(C)C)C